4-(1-methylcyclopropyl)-1-(3-(pyridin-4-yl)-1-((2-(trimethylsilyl)ethoxy)methyl)-1H-pyrazol-5-yl)piperidin-2-one CC1(CC1)C1CC(N(CC1)C1=CC(=NN1COCC[Si](C)(C)C)C1=CC=NC=C1)=O